8-(4-(piperidin-2-yl)phenyl)-2-(trifluoromethyl)chromeno[7,8-d]imidazol-6(1H)-one N1C(CCCC1)C1=CC=C(C=C1)C=1OC2=C(C(C1)=O)C=CC=1N=C(NC12)C(F)(F)F